FC=1C(=NC=C(C1)O)NC=1C2=C(N=CN1)C=CC(=N2)N2[C@@H]1CN([C@H](C2)C1)C(=O)OC(C)(C)C tert-Butyl (1S,4S)-5-(4-((3-fluoro-5-hydroxypyridin-2-yl)amino)pyrido[3,2-d]pyrimidin-6-yl)-2,5-diazabicyclo[2.2.1]heptane-2-carboxylate